FC1([C@@H](COC1)NC(N(C1(CC1)C1=CC=NC=C1)C)=O)F 3-[(3R)-4,4-difluorotetrahydrofuran-3-yl]-1-methyl-1-[1-(4-pyridyl)cyclopropyl]urea